(3S)-3-(trifluoromethyl)piperidine tert-butyl-N-[4-(4-bromotriazol-1-yl)cyclohexyl]-N-methyl-carbamate C(C)(C)(C)OC(N(C)C1CCC(CC1)N1N=NC(=C1)Br)=O.FC([C@@H]1CNCCC1)(F)F